FC(CN1N=C(C=C1C(=O)O)CN1N=C(N=N1)C1=CC=C(C=C1)C(F)(F)F)F 2-(2,2-difluoroethyl)-5-[[5-[4-(trifluoromethyl)phenyl]tetrazol-2-yl]methyl]pyrazole-3-carboxylic acid